4-(3-(2-sulfamoylaminoethyl)azetidin-1-yl)-7-methoxyquinoline-3-carbonitrile S(N)(=O)(=O)NCCC1CN(C1)C1=C(C=NC2=CC(=CC=C12)OC)C#N